N-[2-(1,3-dioxolan-2-yl)-3-(1H-pyrazol-4-yl)phenyl]acetamide O1C(OCC1)C1=C(C=CC=C1C=1C=NNC1)NC(C)=O